S1C=C(C=C1)C1NC(CC2=C1NC1=CC=CC=C21)C(=O)OC methyl 1-(thiophen-3-yl)-2,3,4,9-tetrahydro-1H-pyrido[3,4-b]indole-3-carboxylate